5-{3-fluoro-4-[4-({[3-(trifluoromethyl)phenyl]methyl}carbamoyl)-1H-1,2,3-triazol-1-yl]butyl}-N-{[5-(trifluoromethyl)pyridin-3-yl]methyl}-1,3,4-thiadiazole-2-carboxamide FC(CCC1=NN=C(S1)C(=O)NCC=1C=NC=C(C1)C(F)(F)F)CN1N=NC(=C1)C(NCC1=CC(=CC=C1)C(F)(F)F)=O